P(=O)(O[N+]1(CCC(CC1)C=1C=C2C(=C(NC2=CC1)C=1C(=C(C=2N(C1)N=CN2)C)C)C(C)C)CC(=O)N)(OC(CC)(C)C)[O-] (1-(2-amino-2-oxoethyl)-4-(2-(7,8-dimethyl-[1,2,4]triazolo[1,5-a]pyridin-6-yl)-3-isopropyl-1H-indol-5-yl) piperidin-1-ium-1-yl) methyl-tert-butyl phosphate